5,5'-(heptane-1,1-diyl)bis(2-methyltetra-hydrofuran) C(CCCCCC)(C1CCC(O1)C)C1CCC(O1)C